5-Amino-1-(4,4-dimethylcyclohexyl)-3-[4-[[(2-methoxybenzoyl)amino]methyl]phenyl]pyrazole-4-carboxamide NC1=C(C(=NN1C1CCC(CC1)(C)C)C1=CC=C(C=C1)CNC(C1=C(C=CC=C1)OC)=O)C(=O)N